C1(CC1)C=1C=CN(N1)C 5-cyclopropyl-2-methyl-pyrazole